C(CC1=CC=CC=C1)N1CCC(CC1)N(C(CC1=CC=CC=C1)=O)C1=CC=CC=C1 N-(1-phenethylpiperidin-4-yl)-N,2-diphenylacetamide